C(C1=CC=CC=C1)C1=C2C(C(NC2=CC=C1)=O)(CC(=O)C1=C(C=CC=C1)OC)O benzyl-3-hydroxy-3-(2-(2-methoxyphenyl)-2-oxoethyl)indol-2-one